CC1(NC=C(C(=C1C=1C=C(C=CC1)C1=CC(=CC=C1)C=1C(NC=C(C1OC)CN[C@@H](C(NCC)=O)CO)(C(=O)N)C)OC)CN[C@@H](C(=O)NCC)CO)C(=O)N 2,2'-dimethyl-[1,1'-biphenyl-3,3'-diyl]bis(5-((((R)-1-(ethylamino)-3-hydroxy-1-oxopropan-2-yl)amino)methyl)-4-methoxypicolinamide)